2-(1-(2-((2-(2-methoxyphenyl)pyrimidin-4-yl)methoxy)phenyl)cyclopropyl)acetic acid COC1=C(C=CC=C1)C1=NC=CC(=N1)COC1=C(C=CC=C1)C1(CC1)CC(=O)O